C(=CC1=CC=CC=C1)[Si](O[Si](C)(C)C=CC1=CC=CC=C1)(C)C 1,3-distyryl-1,1,3,3-tetramethyldisiloxane